(3-fluoro-2-(((8-oxo-5,6,7,8-tetrahydro-1,7-naphthyridin-3-yl)oxy)methyl)allyl)carbamic acid tert-butyl ester C(C)(C)(C)OC(NCC(=CF)COC=1C=NC=2C(NCCC2C1)=O)=O